CN(S(=O)(=O)N1N=CC(=C1)C(=O)OC)C methyl 1-(N,N-dimethylsulfamoyl)-1H-pyrazole-4-carboxylate